CN(C=1N=NC(=CC1)C1=CC=C(C=2N=CSC21)C=2C=NNC2)C2CCNCC2 N-methyl-N-(piperidin-4-yl)-6-[4-(1H-pyrazol-4-yl)-1,3-benzothiazol-7-yl]pyridazin-3-amine